4-hydroxy-6-methyl-2-pyrone OC1=CC(OC(=C1)C)=O